BrC=1C=C(C=C2C(=C(C(=NC12)C1(CCOCC1)C)C)O)F 8-bromo-6-fluoro-3-methyl-2-(4-methyltetrahydropyran-4-yl)quinolin-4-ol